2-(5-octylthio-2H-benzotriazol-2-yl)-6-t-butyl-4-methylphenol C(CCCCCCC)SC1=CC=2C(=NN(N2)C2=C(C(=CC(=C2)C)C(C)(C)C)O)C=C1